(R)-benzyl 4-ethyl-2-methyl-3-oxo-3,4-dihydropyrazine-1(2H)-carboxylate C(C)N1C([C@H](N(C=C1)C(=O)OCC1=CC=CC=C1)C)=O